3-(benzo[d][1,3]dioxol-5-yl)-N-(2-chloropyrimidin-4-yl)isoxazol-5-amine O1COC2=C1C=CC(=C2)C2=NOC(=C2)NC2=NC(=NC=C2)Cl